C(C1=CC=CC=C1)C=1C=C(SC1)C1=CN(C=2N=CN=CC21)[C@H]2[C@@H]([C@@H]([C@H](C2)CNCCCNCCC2=CC=CC=C2)O)O (1R,2S,3R,5R)-3-[5-(4-benzylthiophen-2-yl)pyrrolo[2,3-d]pyrimidin-7-yl]-5-[({3-[(2-phenylethyl)amino]propyl}amino)methyl]cyclopentane-1,2-diol